(S)-4-(cyclopropyl(4-(5,6,7,8-tetrahydro-1,8-naphthyridin-2-yl)butyl)amino)-2-(3-(4-fluorophenyl)propanamido)butanoic acid C1(CC1)N(CC[C@@H](C(=O)O)NC(CCC1=CC=C(C=C1)F)=O)CCCCC1=NC=2NCCCC2C=C1